N-hydroxyacetamide yttrium-holmium [Ho].[Y].ONC(C)=O